1-hydroxydecan-4-yl-4-(pyrrolidin-1-yl)butanoate OCCCC(CCCCCC)OC(CCCN1CCCC1)=O